FC1=CC=C(C=C1)C(C)NC([C@@H]([C@H](C(=O)O)O)O)=O (2R,3R)-4-((1-(4-fluorophenyl)ethyl)amino)-2,3-dihydroxy-4-oxobutanoic acid